FC1=C(CN(C(C(C)(C)C)=O)CC(NC=2C=C3CC4(C(NC5=NC=CC=C54)=O)CC3=CC2)=O)C(=CC=C1)C=O N-(2-Fluoro-6-formylbenzyl)-N-(2-oxo-2-((2'-oxo-1,1',2',3-tetrahydrospiro[indene-2,3'-pyrrolo[2,3-b]pyridin]-5-yl)amino)ethyl)pivalamide